O[C@H]1[C@H](O)[C@H](O)[C@@H](O)[C@@H](O1)CO α-L-mannpyranose